CC1=C(OC2=C(C=C(C=C2C1=O)C)C(C)NC1=C(C(=O)O)C=CC=C1)C=1C=NN(C1)C 2-[1-[3,6-Dimethyl-2-(1-methylpyrazol-4-yl)-4-oxo-chromen-8-yl]ethylamino]benzoic acid